N'-((3-ethyl-2-(2,2,2-trifluoroethyl)-6,7-dihydro-5H-cyclopenta[b]pyridin-4-yl)carbamoyl)-3-fluoro-5-(2-hydroxypropan-2-yl)thiophene-2-sulfonimidamide C(C)C=1C(=C2C(=NC1CC(F)(F)F)CCC2)NC(=O)N=S(=O)(N)C=2SC(=CC2F)C(C)(C)O